C(C)(C)(C)OC(=O)N1CCC(CC1)(C1OC1)C 4-methyl-4-(oxiran-2-yl)piperidine-1-carboxylic acid tert-butyl ester